C(C=C)OC(=O)C1N(C2=CC=CC=C2C1(C)C)C(=O)OC(C)(C)C 3,3-Dimethylindoline-1,2-dicarboxylic acid 1-tert-butyl 2-allyl ester